5-bromo-2-[(1-methyl-3-piperidyl)methyl]oxazolo[4,5-b]pyridine BrC1=CC=C2C(=N1)N=C(O2)CC2CN(CCC2)C